Cl.C[C@@H]1CC=2C(CN1)=C(NN2)C(=O)OCC (R)-ethyl 6-methyl-4,5,6,7-tetrahydro-2H-pyrazolo[4,3-c]pyridine-3-carboxylate hydrochloride